pyrazolo[1,5-a]pyridine-3-sulfonyl chloride N1=CC(=C2N1C=CC=C2)S(=O)(=O)Cl